COC=1N=NC(=CC1N)C(=C)C 3-methoxy-6-(prop-1-en-2-yl)pyridazin-4-amine